(2-methylcyclopropyl)(2-(4-phenyl-1H-imidazol-2-yl)piperidin-1-yl)methanone CC1C(C1)C(=O)N1C(CCCC1)C=1NC=C(N1)C1=CC=CC=C1